C[C@@]1(CC[C@@H]2[C@@H]([C@H]1[N+]#[C-])C3=CNC4=CC=CC(=C43)C2(C)C)C=C The molecule is a tetracyclic hapalindole alkaloid that is produced by the Stigonematales genus of cyanobacteria. It has a role as a bacterial metabolite. It is an isocyanide, an organic heterotetracyclic compound and a hapalindole.